FC(C1=C(C=C2CCCN(C2=C1)C1=CC=CC=2NC(C[C@H](NC21)C)=O)C=2C=NN(C2)CC2CCNCC2)F |r| rac-(4R)-6-[7-(difluoromethyl)-6-[1-(4-piperidylmethyl)pyrazol-4-yl]-3,4-dihydro-2H-quinolin-1-yl]-4-methyl-1,3,4,5-tetrahydro-1,5-benzodiazepin-2-one